C/C(/CC)=C/1\C(N(C(=N1)CC)C)=O (Z)-5-(butan-2-ylidene)-2-ethyl-3-methyl-3,5-dihydro-4H-imidazol-4-one